C(=C)[SiH2]OOC(C)(C)C 1-vinyl-t-butyl-peroxysilane